C(C#C)N1C(=O)C(=O)C2=CC=CC=C12 N-(2-propynyl)isatin